3-[1-[(5-chloropyrimidin-2-yl)methyl]-4-(trifluoromethyl)imidazol-2-yl]propan-1-ol ClC=1C=NC(=NC1)CN1C(=NC(=C1)C(F)(F)F)CCCO